ClC1=CC=C(CNC=O)C=C1 N-(4-chlorobenzyl)carboxamide